CN1C(CC(CC1(C)C)C=1SC2=C(N1)C=C(C=C2)B2OC(C(O2)(C)C)(C)C)(C)C 2-(1,2,2,6,6-Pentamethylpiperidin-4-yl)-5-(4,4,5,5-tetramethyl-1,3,2-dioxaborolan-2-yl)benzo[d]thiazole